C(C)(C)(C)OC(=O)NCCC1=NC(=NO1)C=1C=C(C(=NC1)N1CCN(CC1)C(=O)OC(C)(C)C)Cl tert-butyl 4-[5-[5-[2-(tert-butoxycarbonylamino)ethyl]-1,2,4-oxadiazol-3-yl]-3-chloro-2-pyridyl]piperazine-1-carboxylate